NC=1N=C(C=C2C=C(N=CC12)NC(=O)[C@H]1[C@@H](C1)C#N)C=1C=NC=CC1C=1C=NN(C1)C1OCCCC1 trans-N-(8-amino-6-[4-[1-(oxan-2-yl)-1H-pyrazol-4-yl]Pyridin-3-yl]-2,7-naphthyridin-3-yl)-2-cyanocyclopropane-1-carboxamide